5-(benzyloxy)-6-methoxy-2-(6-methylbenzo[d]oxazol-2-yl)-1,2,3,4-tetrahydroisoquinoline-3-carboxylic acid ethyl ester C(C)OC(=O)C1N(CC2=CC=C(C(=C2C1)OCC1=CC=CC=C1)OC)C=1OC2=C(N1)C=CC(=C2)C